2-(9H-carbazol-2-yl)acetamide C1=C(C=CC=2C3=CC=CC=C3NC12)CC(=O)N